propyl 4-methyl-2-((2S,4S)-4-((7-(5-methyl-1,2,4-oxadiazol-3-yl)isoquinolin-1-yl)amino)pyrrolidine-2-carboxamido)thiazole-5-carboxylate CC=1N=C(SC1C(=O)OCCC)NC(=O)[C@H]1NC[C@H](C1)NC1=NC=CC2=CC=C(C=C12)C1=NOC(=N1)C